Cl.Cl.CN(C=1SC2=C(N=NC(=C2)C2=C(C=C(C=C2)C=2C=NNC2)O)N1)C1CCC(CC1)NC 2-(6-{methyl-[(1s,4s)-4-(methylamino)cyclohexyl]amino}[1,3]thiazolo[4,5-c]pyridazin-3-yl)-5-(1H-pyrazol-4-yl)phenol dihydrochloride